CC(C(=O)N1C(C[C@H]1C1=CC=CC=C1)=O)(CC)C (S)-1-(2,2-dimethylbutyryl)-4-phenylazetidin-2-one